oxanthrone C1C=CC2=C(C1=O)OC3=CC=CC=C3O2